C(#N)C1=CC=C(S1)C1=C(C=C(C=C1)S(=O)(=O)C)NS(=O)(=O)C=1C=C(C(=O)O)C=CC1C1CC1 3-(N-(2-(5-cyanothiophen-2-yl)-5-(methylsulfonyl)phenyl)sulfamoyl)-4-cyclopropylbenzoic acid